COC1=NSC(=N1)NC(=O)N1C[C@@H]2[C@H](C1)CC(C2)N(C=2C1=C(N=CN2)NC=C1)C (3aR,5s,6aS)-N-(3-Methoxy-1,2,4-thiadiazol-5-yl)-5-(methyl(7H-pyrrolo[2,3-d]pyrimidin-4-yl)amino)hexahydrocyclopenta[c]pyrrole-2(1H)-carboxamide